(S)-5-(2-(4-Fluoro-3-methylphenyl)pyridin-3-yl)-N-(quinuclidin-3-yl)pyrazolo[1,5-a]pyridin-3-carboxamid FC1=C(C=C(C=C1)C1=NC=CC=C1C1=CC=2N(C=C1)N=CC2C(=O)N[C@@H]2CN1CCC2CC1)C